3-((4-hydroxypiperidin-4-yl)methyl)-7-(2-(4-methylpiperazin-1-yl)ethoxy)quinazolin-4(3H)-one OC1(CCNCC1)CN1C=NC2=CC(=CC=C2C1=O)OCCN1CCN(CC1)C